C(=C)C=1C=C2C=NCN(C2=CC1F)N1CC2(C1)CCN(CC2)C(=O)OCCCC 7-butyl 2-(6-vinyl-7-fluoroquinazolin-1-yl)-2,7-diazaspiro[3.5]nonane-7-carboxylate